2-(4,4-difluoroazepan-1-yl)-4,6-dimethylnicotinic acid FC1(CCN(CCC1)C1=C(C(=O)O)C(=CC(=N1)C)C)F